1-(6-(5-amino-2-chloro-4-fluorophenyl)-8,9-dihydroimidazo[1',2':1,6]pyrido[2,3-d]pyrimidin-2-yl)-3-(2-hydroxy-3,3-dimethylbutyl)-1-methylurea NC=1C(=CC(=C(C1)C1=CC2=C(N=C(N=C2)N(C(=O)NCC(C(C)(C)C)O)C)N2C1=NCC2)Cl)F